N1N=NN=C1C1=C(C=CC=C1)C1=CC(=CC(=N1)N(CC(C)C)CC1=CC=CC=C1)NC1=NC=C(C=N1)CC 6-(2-(1H-tetrazol-5-yl)phenyl)-N2-benzyl-N4-(5-ethylpyrimidin-2-yl)-N2-isobutylpyridine-2,4-diamine